(2-chloro-5-nitrophenyl)-5-(4-(trifluoromethyl)phenyl)thiazole ClC1=C(C=C(C=C1)[N+](=O)[O-])C=1SC(=CN1)C1=CC=C(C=C1)C(F)(F)F